FC1=C(OC=2C(=NC=CC2)C(=O)NCCC=2SC=CC2)C=CC(=C1)NC(=O)C=1N=NN(C1C)C1=C(C=CC=C1)OC(F)(F)F (2-fluoro-4-(5-methyl-1-(2-(trifluoromethoxy)phenyl)-1H-1,2,3-triazole-4-carboxamido)phenoxy)-N-(2-(thien-2-yl)ethyl)pyridinamide